(2S,4r)-1-[(2S)-2-(4-cyclopropyl-triazol-1-yl)-3,3-dimethyl-butyryl]-4-hydroxy-N-[2-[4-(2-methoxyphenyl)piperazin-1-yl]cyclohexyl]pyrrolidine-2-carboxamide C1(CC1)C=1N=NN(C1)[C@H](C(=O)N1[C@@H](C[C@H](C1)O)C(=O)NC1C(CCCC1)N1CCN(CC1)C1=C(C=CC=C1)OC)C(C)(C)C